C(C)OCCOCC 1,2-bis(ethoxy)ethane